ClC=1C(=NC=CC1B(O)O)C 3-CHLORO-2-METHYLPYRIDINE-4-BORONIC ACID